CS(=O)(=O)OCC1C2CC2CN1C1=NC(=NC(=C1)Cl)Cl (3-(2,6-dichloropyrimidin-4-yl)-3-azabicyclo[3.1.0]hexan-2-yl)methyl methanesulfonate